{8-[(4-chlorophenyl)methyl]-7-oxo-1,4,8,10-tetraazatricyclo[7.3.0.02,6]dodeca-2(6),9-dien-4-yl}methylbenzonitrile ClC1=CC=C(C=C1)CN1C(C=2CN(CC2N2CCN=C12)CC1=C(C#N)C=CC=C1)=O